tert-butyl (3-exo)-3-((7-methoxy-4-((5-methyl-1H-pyrazol-3-yl) amino) quinazolin-2-yl) amino)-9-azabicyclo[3.3.1]nonane-9-carboxylate COC1=CC=C2C(=NC(=NC2=C1)NC1CC2CCCC(C1)N2C(=O)OC(C)(C)C)NC2=NNC(=C2)C